CN(C)CC=1C=2C=C3C(=NC2C=CC1O)C1=CC2=C(C(N1C3)=O)COC(C2(O)CC)=O 10-[(dimethylamino)methyl]-4-ethyl-4,9-dihydroxy-1H-pyrano[3',4':6,7]indolizino[1,2-b]quinoline-3,14(4H,12H)-dione